C1(CC1)C=1N=CC=2C3=C(C=C(C2C1)S(=O)(=O)NCC(C)(C)F)C(CCC3)N3C(=NN=C3)NC=3N(N=C(C3)C)C 3-cyclopropyl-7-[3-[(2,5-dimethylpyrazol-3-yl)amino]-1,2,4-triazol-4-yl]-N-(2-fluoro-2-methylpropyl)-7,8,9,10-tetrahydrobenzo[h]isoquinoline-5-sulfonamide